3-(trimethallylsilyl)propylacrylate C(C(C)=C)[Si](CCCOC(C=C)=O)(CC(C)=C)CC(C)=C